(2S,4R)-1-(2-(3-acetyl-5-(2-(tert-butyl)pyrazolo[1,5-a]pyrimidin-6-yl)-1H-indazol-1-yl)acetyl)-N-(6-bromopyridin-2-yl)-4-fluoropyrrolidine-2-carboxamide C(C)(=O)C1=NN(C2=CC=C(C=C12)C=1C=NC=2N(C1)N=C(C2)C(C)(C)C)CC(=O)N2[C@@H](C[C@H](C2)F)C(=O)NC2=NC(=CC=C2)Br